4-benzyl-3-(difluoromethyl)-6-fluoro-3,4-dihydroquinoxalin-2(1H)-one C(C1=CC=CC=C1)N1C(C(NC2=CC=C(C=C12)F)=O)C(F)F